NCCC(C(=O)N)(CCCCCCCCCCCCCCCC)CCN aminoethyl-aminoethyl-stearamide